C(C)C1(COCC1)C(=O)OCC ethyl 3-ethyloxolane-3-carboxylate